benzyl 3-(1H-1,2,4-triazol-5-yl)piperidine-1-carboxylate N1N=CN=C1C1CN(CCC1)C(=O)OCC1=CC=CC=C1